N[C@@H](C)C=1N(C(C2=C(C(=CC=C2C1)F)C#CC=1C=NN(C1)C)=O)C1=CC=CC=C1 (S)-3-(1-aminoethyl)-7-fluoro-8-((1-methyl-1H-pyrazol-4-yl)ethynyl)-2-phenylisoquinoline-1(2H)-one